(4-fluorophenyl)-2-(2-tetrahydropyran-4-ylethynyl)aniline FC1=CC=C(C=C1)NC1=C(C=CC=C1)C#CC1CCOCC1